N-[5-[1-(2,2-Difluoroethyl)pyrazol-4-yl]-4-fluoro-2-methylphenyl]pyrazolo[1,5-a]pyridine-3-carboxamide FC(CN1N=CC(=C1)C=1C(=CC(=C(C1)NC(=O)C=1C=NN2C1C=CC=C2)C)F)F